triethyl-(methyl)phosphine C(C)P(C)(CC)CC